(2-Chlorophenyl)-6-(2-methoxyphenyl)imidazo[1,2-a]pyridine-3-carboxamide ClC1=C(C=CC=C1)C=1N=C2N(C=C(C=C2)C2=C(C=CC=C2)OC)C1C(=O)N